(5-cyclopropoxy-2-fluorophenyl)methanol C1(CC1)OC=1C=CC(=C(C1)CO)F